trisMethyloxonium C[O+](C)C